C(C)(C)(C)OC(=O)N1CCC(CC1)(NC(=O)OCC1C2=CC=CC=C2C=2C=CC=CC12)C(=O)N[C@H](C(=O)OC)CCC(=O)OCC1=CC=CC=C1 5-benzyl 1-methyl (2S)-2-{[1-(tert-butoxycarbonyl)-4-{[(9H-fluoren-9-ylmethoxy)carbonyl]amino}piperidin-4-yl] formamido}pentanedioate